ClC1=CC(=C(C=C1)C1=NC(=CC=2N=C(N(C(C21)=O)C)C)N2CC(OCC2)C2=CC=C(C#N)C=C2)F 4-(4-(5-(4-chloro-2-fluorophenyl)-2,3-dimethyl-4-oxo-3,4-dihydropyrido[4,3-d]pyrimidin-7-yl)-2-morpholinyl)benzonitrile